C(C)OC1=NC=CC=C1C1=NC(=C(C=C1)N1[C@@H](C[C@H](CC1)S(=O)(=O)C1=C(C=CC=C1)C(F)(F)F)CC)C(=O)N[C@H]1CN(CC1)C |r| rac-2'-ethoxy-5-((2R,4S)-2-ethyl-4-((2-(trifluoromethyl)phenyl)sulfonyl)piperidin-1-yl)-N-((R)-1-methylpyrrolidin-3-yl)-[2,3'-bipyridine]-6-carboxamide